isodecyl iodide C(CCCCCCC(C)C)I